1-bromo-4-fluoro-6,7-dihydro-5H-cyclopenta[c]Pyridine-6-carboxylic acid ethyl ester C(C)OC(=O)C1CC2=C(C(=NC=C2F)Br)C1